2-[2-[1-[5-Chloro-4-[[3-(3-hydroxy-3-methyl-butyl)-1-methyl-2-oxo-benzimidazol-5-yl]amino]pyrimidin-2-yl]-4,4-difluoro-5-methyl-3-piperidyl]ethyl]isoindoline-1,3-dione ClC=1C(=NC(=NC1)N1CC(C(C(C1)C)(F)F)CCN1C(C2=CC=CC=C2C1=O)=O)NC1=CC2=C(N(C(N2CCC(C)(C)O)=O)C)C=C1